N,N,N',N'-Tetra-(3-methylphenyl)-3,3'-dimethylbenzidin CC=1C=C(C=CC1)N(C1=C(C=C(C=C1)C1=CC(=C(N(C2=CC(=CC=C2)C)C2=CC(=CC=C2)C)C=C1)C)C)C1=CC(=CC=C1)C